2-nitro-1,1-diphenylethane [N+](=O)([O-])CC(C1=CC=CC=C1)C1=CC=CC=C1